O(C=1C(C(=C(N(C1)C=CCCCCCCCCCCCCCCCC)C(C)=O)O)=O)C=1C(C(=C(N(C1)C=CCCCCCCCCCCCCCCCC)C(C)=O)O)=O 5,5'-oxybis(N-octadecenyl-2-acetyl-3-hydroxypyridin-4-one)